ClC1=C(C(=CC=C1)Cl)N1CC(C1)C1=CC=C(C=C1)C(C)(C)N1CCCCC1 1-(2-(4-(1-(2,6-dichlorophenyl)azetidin-3-yl)phenyl)propan-2-yl)piperidine